C(C)(C)C(N(C(C)C)C(C)C)(CNCCN)C(C)C tetraisopropyl-diethylenetriamine